4-(3-(2-amino-[1,2,4]triazolo[1,5-a]pyridin-7-yl)-2-fluoro-6-(trifluoromethyl)phenoxy)-2-fluoro-1-(4-fluorophenyl)butan-1-ol NC1=NN2C(C=C(C=C2)C=2C(=C(OCCC(C(O)C3=CC=C(C=C3)F)F)C(=CC2)C(F)(F)F)F)=N1